(6-carbamimidoylnaphthalen-2-yl) 4-(diaminomethylideneamino)benzoate NC(N)=NC1=CC=C(C(=O)OC2=CC3=CC=C(C=C3C=C2)C(N)=N)C=C1